FC(C1=NN=C(O1)C=1C=C2C3=C(NC2=CC1)N=CN=C3N[C@@H]3CC[C@H](CC3)N3CCOCC3)F 6-(5-(difluoromethyl)-1,3,4-oxadiazol-2-yl)-N-(trans-4-morpholinocyclohexyl)-9H-pyrimido[4,5-b]indol-4-amine